ClC=1C(=NC(=NC1)NC1=C(C=C(C=C1)N1CCC(CC1)N1CCN(CC1)C(C)C)OC(F)F)NC1=C(SC=C1)C(=O)N 3-((5-chloro-2-((2-(difluoromethoxy)-4-(4-(4-isopropylpiperazin-1-yl)piperidin-1-yl)phenyl)amino)pyrimidin-4-yl)amino)thiophene-2-carboxamide